5-[4-amino-5-(trifluoromethyl)pyrrolo[2,1-f][1,2,4]triazin-7-yl]-2-methyl-N-[2-(3-phenylpiperidin-1-yl)ethyl]pyridine-3-carboxamide NC1=NC=NN2C1=C(C=C2C=2C=C(C(=NC2)C)C(=O)NCCN2CC(CCC2)C2=CC=CC=C2)C(F)(F)F